pyrido[3,2-b]-1,4-oxazin O1C2=C(N=CC1)N=CC=C2